methyl 2,3,5-trimethyl-4-hydroxybenzoate CC1=C(C(=O)OC)C=C(C(=C1C)O)C